[Cl-].[Cl-].[NH3+][C@H](C(=O)N1[C@@H](CCC1)C(=O)N[C@@H](CC1=[NH+]C=CC=C1)C1=CC=CC=C1)CC(C)C 2-[(2S)-2-{[(2S)-1-[(2S)-2-azaniumyl-4-methylpentanoyl]pyrrolidin-2-yl]formamido}-2-phenylethyl]pyridin-1-ium dichloride